FC1=C(C(=CC=C1)F)NC(C1=C(C=C(C(=C1)F)N1N=C2N(C1=O)CCS2)O[C@H](C(F)(F)F)C)=O N-(2,6-difluorophenyl)-5-fluoro-4-(3-oxo-5,6-dihydro[1,3]thiazolo[2,3-c][1,2,4]triazol-2(3H)-yl)-2-{[(2S)-1,1,1-trifluoropropan-2-yl]oxy}benzamide